C(CCC)N1N=C2C(=NC=3C=CC=CC3C2=C1)Cl 2-butyl-4-chloro-2H-pyrazolo[3,4-c]quinoline